(5S,8S,10aR)-methyl 5-((tert-butoxycarbonyl)amino)-3-(oct-7-ynoyl)-6-oxodecahydropyrrolo[1,2-a][1,5]diazocine-8-carboxylate C(C)(C)(C)OC(=O)N[C@H]1CN(CC[C@@H]2N(C1=O)[C@@H](CC2)C(=O)OC)C(CCCCCC#C)=O